C(C)(CC)C1C(NC2=C(CN1CCC(=O)N(C)C)C=CC=C2)=O 3-(3-(sec-butyl)-2-oxo-1,2,3,5-tetrahydro-4H-benzo[1,4]diazepin-4-yl)-N,N-dimethylpropionamide